NC1=CC(=NN1C(C)(C)C)C1CC(CC1)O 3-(5-amino-1-(tert-butyl)-1H-pyrazol-3-yl)cyclopentan-1-ol